O1C2=C(OC[C@@H]1C=1NC(C(N1)([2H])[2H])([2H])[2H])C=C(C=C2)[2H] (S)-2-(2,3-dihydrobenzo[b][1,4]dioxin-2-yl-6-d)-4,5-dihydro-1H-imidazole-4,4,5,5-d4